CC(C[C@H](COC1=NC(=NC(=C1C)C1=C(C=CC=C1C)C)NS(=O)(=O)C=1C=C(C(=O)O)C=CC1)NCC1=NC=C(C=C1)N1CCOCC1)(C)C 3-[[4-[(2R)-4,4-dimethyl-2-[(5-morpholino-2-pyridyl)methylamino]pentoxy]-6-(2,6-dimethylphenyl)-5-methyl-pyrimidin-2-yl]sulfamoyl]benzoic acid